ClC1=C(C=CC(=C1)Cl)C1=NC(=CC(=C1)C1=CC=C(C=C1)C(C)C)C1=C(C=C(C=C1)Cl)Cl 2,6-bis(2,4-dichlorophenyl)-4-(4-isopropylphenyl)-pyridine